1-(4-(4-fluorobenzyl)piperazinyl)-3-(2-hydroxyphenyl)-1-propanone FC1=CC=C(CN2CCN(CC2)C(CCC2=C(C=CC=C2)O)=O)C=C1